N[C@@H](CC(C)C)C(=O)O (S)-leucine